(1s,5r)-N-[6-(2,3-difluorophenyl)pyridazin-3-yl]-3-(tetrahydropyran-4-ylmethyl)-3-azabicyclo[3.1.0]hexane-6-amine FC1=C(C=CC=C1F)C1=CC=C(N=N1)NC1[C@H]2CN(C[C@@H]12)CC1CCOCC1